NC1=NC=2C=CC(=CC2C2=C1C=NN2C)C(=O)N(C)[C@H]2CCC1=CC=CC=C21 4-amino-N-((1S)-2,3-dihydro-1H-inden-1-yl)-N,1-dimethyl-1H-pyrazolo[4,3-c]quinoline-8-carboxamide